5-methyl-3,4-dihydro-2(1H)pyridone CC=1CCC(NC1)=O